N1=CC=CC=2CCCNC12 5,6,7,8-Tetrahydro-1,8-naphthyridin